5-chloro-7-[[3-(3-hydroxy-3-methyl-butyl)-1-methyl-2-oxo-benzoimidazol-5-yl]amino]pyrazolo[1,5-a]pyrimidine-3-carbonitrile ClC1=NC=2N(C(=C1)NC1=CC3=C(N(C(N3CCC(C)(C)O)=O)C)C=C1)N=CC2C#N